(5R)-4-(2,5-diazabicyclo[4.1.0]heptan-2-yl)-5-methyl-5,8-dihydropyrido[2,3-d]Pyrimidine-7(6H)-one hydrochloride Cl.C12N(CCNC2C1)C=1C2=C(N=CN1)NC(C[C@H]2C)=O